N-((4-methyl-2-oxo-1,2,5,6,7,8-hexahydroquinolin-3-yl)methyl)-5-nitrothiophene-2-carboxamide CC1=C(C(NC=2CCCCC12)=O)CNC(=O)C=1SC(=CC1)[N+](=O)[O-]